(S)-1-(7-(8-Ethyl-7-fluoro-3-hydroxynaphthalen-1-yl)-8-fluoro-2-(((2R,7aS)-2-fluorotetrahydro-1H-pyrrolizin-7a(5H)-yl)methoxy)pyrido[4,3-d]pyrimidin-4-yl)-3-(methyl-d3)piperidin-3-ol C(C)C=1C(=CC=C2C=C(C=C(C12)C1=C(C=2N=C(N=C(C2C=N1)N1C[C@](CCC1)(O)C([2H])([2H])[2H])OC[C@]12CCCN2C[C@@H](C1)F)F)O)F